1-(4-((3-aminopropyl)amino)-6-methylpyrimidin-2-yl)-3-(quinolin-6-yl)urea NCCCNC1=NC(=NC(=C1)C)NC(=O)NC=1C=C2C=CC=NC2=CC1